CP(NC1=CC=C(C=C1)C)(=O)CC1=CC=C(C=C1)C1=NOC(=N1)C(F)(F)F P-methyl-N-(p-tolyl)-P-(4-(5-(trifluoromethyl)-1,2,4-oxadiazol-3-yl)benzyl)phosphinic amide